C(C(=O)O)(=O)O.CC1=NN=C(O1)C1=CN=C(S1)OCCCN1CCN(CC1)C1=NSC2=C1C=CC=C2 3-(4-{3-[5-(5-Methyl-[1,3,4]oxadiazol-2-yl)-thiazol-2-yloxy]-propyl}-piperazin-1-yl)-benzo[d]isothiazole oxalate